O7-[2,2-bis[7-(2-butyloctanoyloxy)heptanoyloxymethyl]-3-hydroxy-propyl] O1-[(Z)-non-3-enyl] heptanedioate C(CCCCCC(=O)OCC(CO)(COC(CCCCCCOC(C(CCCCCC)CCCC)=O)=O)COC(CCCCCCOC(C(CCCCCC)CCCC)=O)=O)(=O)OCC\C=C/CCCCC